4-((6-chloropyrazin-2-yl)oxy)-1-azabicyclo[2.2.1]heptane ClC1=CN=CC(=N1)OC12CCN(CC1)C2